C(C)OC(=O)C1=NN(C=2C(N(CCC21)C2=CC=C(C=C2)N2C(CCCC2)=O)=O)C2=C(C=CC=C2)OC (methoxyphenyl)-7-oxo-6-[4-(2-oxopiperidin-1-yl)phenyl]-4,5,6,7-tetrahydro-1H-pyrazolo[3,4-C]pyridine-3-carboxylic acid ethyl ester